(3R,4S)-3-amino-1-(2-((2-aminoethyl)amino)-3,4-dioxocyclobut-1-en-1-yl)-4-(3-boronopropyl)pyrrolidine-3-carboxylic acid, 2,2,2-trifluoroacetic acid salt FC(C(=O)O)(F)F.N[C@]1(CN(C[C@@H]1CCCB(O)O)C1=C(C(C1=O)=O)NCCN)C(=O)O